2-((2R)-cyclopropylmorpholin-4-yl)-6-(propan-2-yl)-5,6-dihydro-7H-pyrrolo[3,4-d]pyrimidin-7-one C1(CC1)C1N(CCOC1)C=1N=CC2=C(N1)C(N(C2)C(C)C)=O